2-heptadecyl-4,5-dihydro-1H-imidazol-1-ethanol C(CCCCCCCCCCCCCCCC)C=1N(CCN1)CCO